methyl (S,Z)-2-((((9H-fluoren-9-yl)methoxy)carbonyl)amino)-3-(4-(2-(4-methoxybenzyl)-3-((2,2,4,6,7-pentamethyl-2,3-dihydrobenzofuran-5-yl)sulfonyl)guanidino)phenyl)propanoate C1=CC=CC=2C3=CC=CC=C3C(C12)COC(=O)N[C@H](C(=O)OC)CC1=CC=C(C=C1)N/C(=N/CC1=CC=C(C=C1)OC)/NS(=O)(=O)C=1C(=C(C2=C(CC(O2)(C)C)C1C)C)C